1-((1-(3-(difluoromethyl)-2-fluorophenyl)ethyl)amino)-7-(4-methylpiperazin-1-yl)pyrido[3,4-d]pyridazin-4(3H)-one FC(C=1C(=C(C=CC1)C(C)NC=1C2=C(C(NN1)=O)C=NC(=C2)N2CCN(CC2)C)F)F